cis-rac-N4-(benzo[d]thiazol-6-yl)-N6-((3R,4S)-3-fluoropiperidin-4-yl)-7-(1-methyl-1H-pyrazol-3-yl)quinazoline-4,6-diamine S1C=NC2=C1C=C(C=C2)NC2=NC=NC1=CC(=C(C=C21)N[C@@H]2[C@@H](CNCC2)F)C2=NN(C=C2)C |r|